tert-Butyl 4-((5-fluoro-2-(((methylsulfonyl)oxy)methyl)pyridin-4-yl)oxy)piperidine-1-carboxylate FC=1C(=CC(=NC1)COS(=O)(=O)C)OC1CCN(CC1)C(=O)OC(C)(C)C